(E)-3-(1-([1,1'-biphenyl]-4-carbonyl)-5-morpholino-1H-indol-3-yl)-1-(pyridin-4-yl)prop-2-en-1-one C1(=CC=C(C=C1)C(=O)N1C=C(C2=CC(=CC=C12)N1CCOCC1)/C=C/C(=O)C1=CC=NC=C1)C1=CC=CC=C1